(1,3-bis(3-fluorophenyl)-1H-indazol-6-yl)(4-(1-(difluoromethyl)-1H-benzo[d]imidazol-2-yl)piperidin-1-yl)methanone FC=1C=C(C=CC1)N1N=C(C2=CC=C(C=C12)C(=O)N1CCC(CC1)C1=NC2=C(N1C(F)F)C=CC=C2)C2=CC(=CC=C2)F